(1S,3R,5R)-1-(5-cyclopropyl-1,3,4-oxadiazol-2-yl)-N-(3-(5-fluoropyrimidin-2-yl)-4-methylphenyl)-3-methyl-6-azabicyclo[3.1.1]heptane-6-carboxamide C1(CC1)C1=NN=C(O1)[C@@]12C[C@@H](C[C@@H](N1C(=O)NC1=CC(=C(C=C1)C)C1=NC=C(C=N1)F)C2)C